tert-butyl (E)-2-((2'-((3-(tert-butoxy)-3-oxoprop-1-en-1-yl)oxy)-6-fluoro-[1,1'-biphenyl]-3-yl)methyl)-3-oxopiperidine-1-carboxylate C(C)(C)(C)OC(/C=C/OC1=C(C=CC=C1)C1=CC(=CC=C1F)CC1N(CCCC1=O)C(=O)OC(C)(C)C)=O